2,4,6-tris(pentafluorophenyl)borazine FC1=C(C(=C(C(=C1B1NB(NB(N1)C1=C(C(=C(C(=C1F)F)F)F)F)C1=C(C(=C(C(=C1F)F)F)F)F)F)F)F)F